BrC1=CC=C2C(=N1)N(C=N2)C2=NC=CC=C2C#N 2-{5-bromo-3H-imidazo[4,5-b]pyridin-3-yl}pyridine-3-carbonitrile